ClC=1C(=NC=CN1)CNC(C1=C(C=CC=C1F)F)=O N-((3-Chloropyrazin-2-yl)methyl)-2,6-difluorobenzamide